C(C1=CC=CC=C1)N1CC2(C1)CC(C2)NC(=O)N2[C@@H](CN(CC2)C2=CC(=C(C=C2)F)C#N)C (2R)-N-{2-benzyl-2-azaspiro[3.3]heptan-6-yl}-4-(3-cyano-4-fluorophenyl)-2-methylpiperazine-1-carboxamide